FC(C=1C=CC=2N(N1)C(=CN2)C2=CC(=NC=N2)N2CC(C(CC2C)(C)O)CNS(=O)(=O)C)F N-((1-(6-(6-(Difluoromethyl)imidazo[1,2-b]pyridazin-3-yl)pyrimidin-4-yl)-4-hydroxy-4,6-dimethylpiperidin-3-yl)methyl)methanesulfonamide